C(C=1SC=2CN(CCC2N1)C(=O)OC(C)(C)C)([2H])([2H])[2H] tert-Butyl 2-(methyl-d3)-6,7-dihydrothiazolo[5,4-c]pyridine-5(4H)-carboxylate